1-butyl-3-(2-ethylhexyl)imidazolium formate C(=O)[O-].C(CCC)N1C=[N+](C=C1)CC(CCCC)CC